1-(5-chlorothien-3-yl)-N-(8,9-difluoro-6-oxo-1,4,5,6-tetrahydro-2H-pyrano[3,4-c]isoquinolin-1-yl)-N-methylazetidine-3-carboxamide ClC1=CC(=CS1)N1CC(C1)C(=O)N(C)C1COCC=2NC(C=3C=C(C(=CC3C21)F)F)=O